(E)-5-(4-isopropylphenyl)-4-methylpent-4-enal C(C)(C)C1=CC=C(C=C1)/C=C(/CCC=O)\C